naphthalene phosphate disodium salt [Na+].[Na+].P(=O)([O-])([O-])O.C1=CC=CC2=CC=CC=C12